(R)-N-[(1Z)-1-{5-ethyl-9-methyl-[1,2,4]triazolo[4,3-c]quinazolin-7-yl}ethylidene]-2-methylpropane-2-sulfinamide C(C)C1=NC=2C(=CC(=CC2C=2N1C=NN2)C)\C(\C)=N/[S@](=O)C(C)(C)C